2-(2,6-dioxopiperidin-3-yl)-4-((4-(3-morpholinopropyl)benzyl)thio)isoindoline-1,3-dione O=C1NC(CCC1N1C(C2=CC=CC(=C2C1=O)SCC1=CC=C(C=C1)CCCN1CCOCC1)=O)=O